C(=C)OCCCCOC(C1=CC(C(=O)OCCCCOC=C)=CC=C1)=O.C(#N)NC1N(CC1)C(=O)NC=1SC(=CN1)C1CCCCC1 (cyanoamino)-N-(5-cyclohexyl-1,3-thiazol-2-yl)azetidine-1-carboxamide bis(4-(vinyloxy)butyl)isophthalate